C[NH2+][C@@H](CCSC)C(=O)[O-] The molecule is zwitterionic form of N-methyl-L-methionine arising from transfer of a proton from the carboxy to the amino group; major species at pH 7.3. It is a tautomer of a N-methyl-L-methionine.